laurylethyl-arginine C(CCCCCCCCCCC)N([C@@H](CCCNC(N)=N)C(=O)O)CC